(S)-6-Azaspiro[3.4]octan-1-yl (7-fluoro-6-(8-methyl-2,3-dihydro-1H-pyrido[2,3-b][1,4]oxazin-7-yl)isoquinolin-3-yl)carbamate FC1=C(C=C2C=C(N=CC2=C1)NC(O[C@H]1CCC12CNCC2)=O)C2=C(C1=C(OCCN1)N=C2)C